N-(4,4-dimethyl-pentyl)-4-methyl-2-propyl-7-(trifluoromethyl)-quinoline-3-carboxylic acid amide CC(CCCNC(=O)C=1C(=NC2=CC(=CC=C2C1C)C(F)(F)F)CCC)(C)C